C(C)[SiH](CCC)CCC ethyldi-n-propylsilane